[Cl-].C(CCCCCCC)N1CN(C=C1)C 1-octyl-3-methylimidazole chloride salt